[(3S)-5-oxopyrrolidin-3-yl] N-[2-[[3-[2-(cyclopropoxy)-3-pyridyl]pyrazolo[1,5-a]pyrimidin-5-yl]amino]ethyl]-N-methyl-carbamate C1(CC1)OC1=NC=CC=C1C=1C=NN2C1N=C(C=C2)NCCN(C(O[C@@H]2CNC(C2)=O)=O)C